COC(C)(C)C1(CCCC1)O 1-(1-methoxy-1-methylethyl)-cyclopentanol